6-((1-(2,3-Dihydrobenzofuran-6-yl)ethyl)amino)-3-isopropyl-1,3,5-triazine-2,4(1H,3H)-dione O1CCC2=C1C=C(C=C2)C(C)NC2=NC(N(C(N2)=O)C(C)C)=O